CS(=O)(=O)NC(CCl)CCCl 2-methylsulfonylamino-1,4-dichlorobutane